9-(4-chloro-2-fluoro-phenyl)-7-[rac-(2R,4S)-2-[1-(cyclopropylmethyl)-6-keto-3-pyridyl]tetrahydropyran-4-yl]-2,3-dimethyl-pyrimido[1,2-b]pyridazin-4-one ClC1=CC(=C(C=C1)C=1C=2N(N=C(C1)[C@@H]1C[C@@H](OCC1)C1=CN(C(C=C1)=O)CC1CC1)C(C(=C(N2)C)C)=O)F |r|